3-methyl-5-oxo-1-phenyl-N-(3-(2,2,2-trifluoroethyl)phenyl)-4,5-dihydro-1H-pyrazole-4-carboxamide CC1=NN(C(C1C(=O)NC1=CC(=CC=C1)CC(F)(F)F)=O)C1=CC=CC=C1